N-(tert-butyl)-3-((2-((4-(2-(4-(3-((2,6-dioxopiperidin-3-yl)amino)benzyl)piperazin-1-yl)ethoxy)phenyl)amino)-5-methylpyrimidin-4-yl)amino)benzenesulfonamide C(C)(C)(C)NS(=O)(=O)C1=CC(=CC=C1)NC1=NC(=NC=C1C)NC1=CC=C(C=C1)OCCN1CCN(CC1)CC1=CC(=CC=C1)NC1C(NC(CC1)=O)=O